(3S,4S)-3-Methyl-8-{3-[6-(1-methyl-1H-pyrazol-3-yl)-1,2,3,4-tetrahydro-1,5-naphthyridin-1-yl]-1-(oxan-2-yl)-1H-pyrazolo[3,4-b]pyrazin-6-yl}-2-oxa-8-azaspiro[4.5]decan-4-amine C[C@@H]1OCC2([C@@H]1N)CCN(CC2)C2=CN=C1C(=N2)N(N=C1N1CCCC2=NC(=CC=C12)C1=NN(C=C1)C)C1OCCCC1